C1(CC1)C1=C(C(=NO1)C1=C(C=CC=C1Cl)Cl)C1=CC2(C1)CCC(CC2)OC=2C(=NC1=CC=CC=C1C2)C(=O)O ((2-(5-cyclopropyl-3-(2,6-dichlorophenyl)isoxazol-4-yl)spiro[3.5]non-1-en-7-yl)oxy)quinoline-2-carboxylic acid